C(C([2H])([2H])[2H])(N(C(=O)[C@H]1CN([C@@H]2CC=3C4=C(C2=C1)C=CC=C4NC3)C)C(C([2H])([2H])[2H])([2H])[2H])([2H])[2H] (6aR,9R)-N,N-bis(ethyl-d5)-7-methyl-4,6,6a,7,8,9-hexahydroindolo[4,3-fg]quinoline-9-carboxamide